FC1=CC=C(C=C1)C(C)=O 1-(4-Fluoro-phenyl)ethan-1-on